6-chloro-1-[4-(diethylamino)-2-isopropyl-3-pyridyl]-4-[(2S,5R)-2,5-dimethyl-4-prop-2-enoyl-piperazin-1-yl]-7-(o-tolyl)pyrido[2,3-d]pyrimidin-2-one ClC1=CC2=C(N(C(N=C2N2[C@H](CN([C@@H](C2)C)C(C=C)=O)C)=O)C=2C(=NC=CC2N(CC)CC)C(C)C)N=C1C1=C(C=CC=C1)C